2-(1-methyl-6-oxo-1,6-dihydropyrimidin-4-yl)acetonitrile CN1C=NC(=CC1=O)CC#N